4-(2,6-Dioxopiperidin-3-yl)-3-methyl-2-oxo-2,3-dihydro-1H-benzo[d]imidazole O=C1NC(CCC1C1=CC=CC=2NC(N(C21)C)=O)=O